(4S,8R,9S,10S)-9-(4-bromophenyl)-10-((dimethylamino)methyl)-4-hydroxy-N-(4-methoxyphenyl)-1,6-diazabicyclo[6.2.0]decane-6-carboxamide BrC1=CC=C(C=C1)[C@@H]1[C@@H]2CN(C[C@H](CCN2[C@@H]1CN(C)C)O)C(=O)NC1=CC=C(C=C1)OC